COC1=CC=C(CN(C2=CC(=C(C(=N2)C2=C(C=C3C(=NC(=NC3=C2F)F)OC(=O)N2C3CNCC2CC3)F)I)C)CC3=CC=C(C=C3)OC)C=C1 7-(6-(bis(4-methoxybenzyl)amino)-3-iodo-4-methylpyridin-2-yl)-2,6,8-trifluoroquinazolin-4-yl-3,8-diazabicyclo[3.2.1]octane-8-carboxylate